Beta-homoglutamic acid N[C@@H](CCC(=O)O)CC(=O)O